NC=1C=C(C(=CC1)C=1C(=CC(=CC1)N)C(=O)O)C(=O)O 4,4'-Diamino-(1,1'-biphenyl)-2,2'-dicarboxylic acid